C(C)(C)(C)OC(=O)N1CCN(CC1)C1=CC=2N(C=C1)C(=CN2)C(=O)OCC ethyl 7-(4-(tert-butoxycarbonyl)piperazin-1-yl)imidazo[1,2-a]pyridine-3-carboxylate